(±)-DL-tartaric acid C(C(O)C(O)C(=O)O)(=O)O